5-[[(1R,3R)-3-[3,5-bis(trifluoromethyl)phenyl]-2,2-dichloro-cyclopropanecarbonyl]amino]-2-chloro-N-[3-[(2,2-difluoroacetyl)amino]-2,4-difluoro-phenyl]benzamide FC(C=1C=C(C=C(C1)C(F)(F)F)[C@@H]1C([C@H]1C(=O)NC=1C=CC(=C(C(=O)NC2=C(C(=C(C=C2)F)NC(C(F)F)=O)F)C1)Cl)(Cl)Cl)(F)F